CC1=C(C(=C(C(=C1C)C)C)C)[Li] (2,3,4,5,6-pentamethylphenyl)lithium